O=C1C(N(C=2C=CC3=C(C2N1)CCCC3)C=3C=C(C=CC3)NS(=O)(=O)C3=CC1=CC=CC=C1C=C3)=O N-[3-(2,3-dioxo-2,3,7,8,9,10-hexahydro-1H-benzo[f]quinoxalin-4-yl)phenyl]-2-naphthalenesulfonamide